N-(7-(4-((3-methyl-4-((1-methylbenzimidazol-5-yl)oxy)phenyl)amino)pyrimidin-5-yl)-7-azaspiro[3.5]nonane-2-yl)acrylamide CC=1C=C(C=CC1OC1=CC2=C(N(C=N2)C)C=C1)NC1=NC=NC=C1N1CCC2(CC(C2)NC(C=C)=O)CC1